3-(cyclopropylthio)propionic acid C1(CC1)SCCC(=O)O